C1=CC=CC2=C3C(=C4C=NC=5C=CC=CC5C4=C21)C=CC=C3C(=O)OCC Ethyl dibenzo[i,k]phenanthridine-5-carboxylate